O[C@@H](COC1=CC=C(C(=O)OCC2=CC=CC=C2)C=C1)CN1N=CN=C1 Benzyl (R)-4-(2-hydroxy-3-(1H-1,2,4-triazol-1-yl)propoxy)benzoate